(cyclopropylamino)piperidine-1-carboxylic acid tert-butyl ester C(C)(C)(C)OC(=O)N1C(CCCC1)NC1CC1